FC(C=1N=C(OC1C(=O)N1[C@H](C2=C(CC1)NC=N2)C2=NN1C(C(=CC=C1)C)=C2)[C@@H](C)O)F (4-(difluoromethyl)-2-((R)-1-hydroxyethyl)oxazol-5-yl)((R)-4-(4-methylpyrazolo[1,5-a]pyridin-2-yl)-6,7-dihydro-1H-imidazo[4,5-c]pyridin-5(4H)-yl)methanone